OC1=C(C(=CC(=C1S(=O)(=O)NC1=CC=CC=C1)CCCCC)O)C1=C(C=CC(=C1)C)C(=C)C 2,6-dihydroxy-5'-methyl-4-pentyl-N-phenyl-2'-(prop-1-en-2-yl)-[1,1'-biphenyl]-3-sulfonamide